O=C1[C@H](SCC[C@H](N1)CNC(=O)C=1N=NC=CN1)C1=CC=C(C=C1)OC1=CC=CC=C1 N-[[(2R,5S)-3-oxo-2-(4-phenoxyphenyl)-1,4-thiazepan-5-yl]methyl]-1,2,4-triazine-3-carboxamide